[3-(2-chloro-6-methyl-4-pyridinyl)-5-(3-hydroxy-3-methyl-butyl)pyrazolo[1,5-a]pyrimidin-2-yl]benzonitrile ClC1=NC(=CC(=C1)C=1C(=NN2C1N=C(C=C2)CCC(C)(C)O)C2=C(C#N)C=CC=C2)C